2-Benzyl-1-(3,4,5-trimethoxyphenyl)-2,5,6,7-tetrahydro-4H-isoindol-4-one C(C1=CC=CC=C1)N1C(=C2CCCC(C2=C1)=O)C1=CC(=C(C(=C1)OC)OC)OC